BrC=1C=CC=2N(C1NC1=C(C(=CC=C1C)OC)C)N=CN2 6-bromo-N-(3-methoxy-2,6-dimethylphenyl)-[1,2,4]triazolo[1,5-a]pyridin-5-amine